ClC=1C=CC2=C(N=C(O2)C2CC3(CC(C3)NC(=O)C=3OC(=CC3)CS(=O)(=O)C(C)C)C2)C1 N-[6-(5-chloro-1,3-benzoxazol-2-yl)spiro[3.3]heptan-2-yl]-5-(isopropylsulfonylmethyl)furan-2-carboxamide